6-{1,4-dioxa-9-azaspiro[5.5]undecan-9-yl}-N-(1H-indol-6-ylmethyl)pyrido[2,3-b]pyrazin-3-amine O1CCOCC12CCN(CC2)C=2C=CC=1C(=NC(=CN1)NCC1=CC=C3C=CNC3=C1)N2